4-cyano-N-[2-cyano-5-[[2,6-dichloro-4-[1,2,2,3,3,3-hexafluoro-1-(trifluoromethyl)propyl]phenyl]carbamoyl]phenyl]-2-methyl-benzamide C(#N)C1=CC(=C(C(=O)NC2=C(C=CC(=C2)C(NC2=C(C=C(C=C2Cl)C(C(C(F)(F)F)(F)F)(C(F)(F)F)F)Cl)=O)C#N)C=C1)C